N1N=C(C2=CC=CC=C12)CNC(OC(C)(C)C)=O tert-butyl N-(1H-indazol-3-ylmethyl)carbamate